2-benzyl 1-methyl (R)-pyrrolidine-1,2-dicarboxylate N1([C@H](CCC1)C(=O)OCC1=CC=CC=C1)C(=O)OC